C(C)(C)(C)OC(=O)N1CCN(CC1)C1=CC=NC2=CC(=CC=C12)C.ClC=1C=C2C=CC(=NC2=CC1)C1=CC(=CC=C1)C 6-chloro-2-(3'-methylphenyl)quinoline tert-butyl-4-(7-methylquinolin-4-yl)piperazine-1-carboxylate